N-(2-(3-(2-((1,5-dimethyl-1H-pyrazol-3-yl)amino)-5-methylpyrimidin-4-yl)-1H-indol-7-yl)-1-oxoisoindolin-4-yl)oxazole-5-carboxamide CN1N=C(C=C1C)NC1=NC=C(C(=N1)C1=CNC2=C(C=CC=C12)N1C(C2=CC=CC(=C2C1)NC(=O)C1=CN=CO1)=O)C